15,22-dioxo-2,5,8,11,18,25,28-heptaoxa-14,21-diazahentriacontan-31-oate O=C(NCCOCCOCCOCCOC)CCOCCNC(CCOCCOCCC(=O)[O-])=O